6-(1-(azetidin-3-yl)-1H-pyrazol-4-yl)-4-chloro-7-(4-fluoro-2-methoxyphenyl)thiazolo[4,5-c]pyridine N1CC(C1)N1N=CC(=C1)C1=C(C2=C(C(=N1)Cl)N=CS2)C2=C(C=C(C=C2)F)OC